2-Chloro-5-fluoro-3-methoxy-pyridine ClC1=NC=C(C=C1OC)F